BrC1=C(CN2C(N(CC=3C2=NN(C3)COCC[Si](C)(C)C)C3CCN(CC3)C3=C(C=CC=C3C)F)=O)C(=CC=C1)C(F)(F)F 7-(2-Bromo-6-trifluoromethyl-benzyl)-5-[1-(2-fluoro-6-methyl-phenyl)-piperidin-4-yl]-2-(2-trimethylsilanyl-ethoxymethyl)-2,4,5,7-tetrahydro-pyrazolo[3,4-d]pyrimidin-6-one